OCCC1=C(C(NC)=S)C=CC=C1C (2-hydroxyethyl)-N,3-dimethylbenzothioamide